1-N'-[2,5-difluoro-4-[7-(2-hydroxyethoxycarbamoyl)-quinolin-4-yl]oxyphenyl]-1-N-(4-fluorophenyl)cyclopropane-1,1-dicarboxamide FC1=C(C=C(C(=C1)OC1=CC=NC2=CC(=CC=C12)C(NOCCO)=O)F)NC(=O)C1(CC1)C(=O)NC1=CC=C(C=C1)F